1-(6-(3-methoxypropyl)-3-(3-methylbenzofuran-5-yl)pyrazin-2-yl)piperidine-4-carboxylic acid COCCCC1=CN=C(C(=N1)N1CCC(CC1)C(=O)O)C=1C=CC2=C(C(=CO2)C)C1